tert-butyl 8-[(3-methyl-2-pyridyl)sulfonylamino]-3,4-dihydro-1H-isoquinoline-2-carboxylate CC=1C(=NC=CC1)S(=O)(=O)NC=1C=CC=C2CCN(CC12)C(=O)OC(C)(C)C